7-bromo-6-methoxy-3-(1-methyl-1H-pyrrolo[3,2-c]pyridin-7-yl)quinazoline-2,4(1H,3H)-dione BrC1=C(C=C2C(N(C(NC2=C1)=O)C=1C2=C(C=NC1)C=CN2C)=O)OC